BrC1=C(C=C2CCN3C(C2=C1)=C(N=C3C(=O)N3[C@](CCC3)(C#N)C)C3=CC=C(C=C3)F)OC (R)-1-(9-bromo-1-(4-fluorophenyl)-8-methoxy-5,6-dihydroimidazo[5,1-a]isoquinoline-3-carbonyl)-2-methylpyrrolidine-2-carbonitrile